N1(CCCCC1)C1=NC=C(C=N1)OC1=CN=C(S1)N 5-((2-(piperidin-1-yl)pyrimidin-5-yl)oxy)thiazol-2-amine